COCCN(C=1C(=CC2=C(N=C(N=C2N[C@H](C)C2=C(C(=CC=C2)C(F)F)F)C)N1)C(=O)N(C)C)CCOC (R)-7-(bis(2-methoxyethyl)amino)-4-((1-(3-(difluoromethyl)-2-fluorophenyl)ethyl)amino)-N,N,2-trimethylpyrido[2,3-d]pyrimidine-6-carboxamide